4-(Pyrrolidin-1-yl)-6-(1,3,4,5-tetrahydro-2H-benzo[c]azepin-2-yl)pyrimidin-2-amine N1(CCCC1)C1=NC(=NC(=C1)N1CC2=C(CCC1)C=CC=C2)N